FC(CO)(CN1[C@@H](C=2NC3=CC=CC=C3C2C[C@H]1C)C1=NC=NC(=C1C)OCCNCCCF)F 2,2-difluoro-3-((1S,3R)-1-(6-(2-((3-fluoropropyl)amino)ethoxy)-5-methylpyrimidin-4-yl)-3-methyl-1,3,4,9-tetrahydro-2H-pyrido[3,4-b]indol-2-yl)propan-1-ol